Cl.ClC1=C2N(C(C(=C1)NC1=NC=NC=C1)=O)C1(CNCCC1)NC2=O 8-chloro-6-(pyrimidin-4-ylamino)spiro[2H-imidazo[1,5-a]pyridine-3,3'-piperidine]-1,5-dione hydrochloride salt